tert-butyl 4-(2-((6-(5-((isopropoxycarbonyl)(methyl)amino)pyridin-3-yl)benzo[d]thiazol-2-yl)amino)-2-oxoethyl)piperazine-1-carboxylate C(C)(C)OC(=O)N(C=1C=C(C=NC1)C1=CC2=C(N=C(S2)NC(CN2CCN(CC2)C(=O)OC(C)(C)C)=O)C=C1)C